FC1=CC=C(C=C1)C1=NOC(=C1COC=1N=CC(=NC1)C1=NN=C2N1CCN(C2)C(=O)OC(C)(C)C)C tert-butyl 3-(5-((3-(4-fluorophenyl)-5-methylisoxazol-4-yl)methoxy) pyrazin-2-yl)-5,6-dihydro-[1,2,4]triazolo[4,3-a]pyrazin-7(8H)-carboxylate